C[C@H](C(=O)OP(=O)([O-])OC[C@@H]1[C@H]([C@H]([C@@H](O1)N2C=NC3=C(N=CN=C32)N)O)O)[NH3+] The molecule is a zwitterion resulting from the transfer of a proton from the phosphate to the amino group of D-alanyl-AMP; major species at pH 7.3. It is an enantiomer of a L-alanyl-AMP zwitterion. It is a tautomer of a D-alanyl-AMP.